COC=1C=C2C(=NC=NC2=CC1OC)N1CCC(CC1)CC 2-(1-(6,7-dimethoxyquinazolin-4-yl)piperidin-4-yl)ethan